The molecule is an organosulfonate oxoanion obtained by deprotonation of both sulfonyl groups of bromosulfophthalein. It has a role as a dye. It is a conjugate base of a bromosulfophthalein. C1=CC(=C(C=C1C2(C3=C(C(=C(C(=C3Br)Br)Br)Br)C(=O)O2)C4=CC(=C(C=C4)O)S(=O)(=O)[O-])S(=O)(=O)[O-])O